N-(1H-pyrrolo[2,3-b]pyridin-6-yl)pyrrolidine-2-carboxamide N1C=CC=2C1=NC(=CC2)NC(=O)C2NCCC2